1-(2-chloro-4-hydroxyphenyl)3-cyclopropylurea ClC1=C(C=CC(=C1)O)NC(=O)NC1CC1